lithium trifluoromethanesulfonimide salt [N-](S(=O)(=O)C(F)(F)F)S(=O)(=O)C(F)(F)F.[Li+]